(3aR,4R,6R,6aR)-4-(4-aminopyrrolo[2,1-f][1,2,4]triazin-7-yl)-6-(hydroxymethyl)-2,2-dimethyltetrahydrofuro[3,4-d][1,3]dioxol-4-carbonitrile NC1=NC=NN2C1=CC=C2[C@@]2(O[C@@H]([C@H]1OC(O[C@H]12)(C)C)CO)C#N